3-chloropropyldimethoxychlorosilane ClCCC[Si](Cl)(OC)OC